NC1=C2N=CN(C2=NC(=N1)F)[C@H]1C[C@@H]([C@@](O1)(C#C)COP(=O)(OC1=CC=CC=C1)N[C@@H](CC1=CC=CC=C1)C(=O)OC(CCCCCCCCCCC)CCCCCCCCCCC)O Tricosan-12-yl ((((2R,3S,5R)-5-(6-amino-2-fluoro-9H-purin-9-yl)-2-ethynyl-3-hydroxytetrahydrofuran-2-yl)methoxy)(phenoxy)phosphoryl)-L-phenylalaninate